FC=1C(=C(C=CC1F)[C@H]1[C@@H](O[C@]([C@H]1C)(C(F)(F)F)C)C(=O)NC=1C=NC(=CC1)[C@H]1OC(OC1)(C)C)C |o1:8,9,11,12| rel-(2R,3s,4s,5R)-3-(3,4-difluoro-2-methylphenyl)-N-(6-((R)-2,2-dimethyl-1,3-dioxolan-4-yl)pyridin-3-yl)-4,5-dimethyl-5-(trifluoromethyl)tetrahydrofuran-2-carboxamide